C(C)OC(CCC(=O)C1=NC(=CC(=C1O)Br)C1=CC=C(C2=CC=CC=C12)C)=O 4-[4-bromo-3-hydroxy-6-(4-methyl-naphthalen-1-yl)-pyridin-2-yl]-4-oxo-butyric acid ethyl ester